6-[4-([[(2R,3S)-3-[(tert-butoxycarbonyl)amino]-5-carbamoylpentan-2-yl]oxy]methyl)phenyl]hex-5-ynoic acid C(C)(C)(C)OC(=O)N[C@H]([C@@H](C)OCC1=CC=C(C=C1)C#CCCCC(=O)O)CCC(N)=O